CO[C@H]1[C@@H](CC1)NC(=O)C=1C=NN2C1N=CC=C2 N-((1R,2R)-2-methoxycyclobutyl)pyrazolo[1,5-a]pyrimidine-3-carboxamide